tert-butyl (2R,5S)-2-((R)-(3-fluorophenyl)(hydroxy)-methyl)-5-propylpyrrolidine-1-carboxylate FC=1C=C(C=CC1)[C@H]([C@@H]1N([C@H](CC1)CCC)C(=O)OC(C)(C)C)O